C(C)(C)(C)C=1C=C(C=C(C1O)C)CCC(=O)OCC(C)(C)C1OCC2(CO1)COC(OC2)C(COC(CCC2=CC(=C(C(=C2)C)O)C(C)(C)C)=O)(C)C 3,9-bis[2-[3-(3-tertbutyl-4-hydroxy-5-methylphenyl)propionyloxy]-1,1-dimethylethyl]-2,4,8,10-tetraoxaspiro[5.5]Undecane